(cis)-Benzyl 5-(1-(4-(tert-butoxy)-3,3-dimethyl-4-oxobutyl)-1H-pyrazol-3-yl)-3,3-difluoro-4-oxohexahydropyrrolo[3,4-b]pyrrole-1(2H)-carboxylate C(C)(C)(C)OC(C(CCN1N=C(C=C1)N1C[C@@H]2N(CC([C@@H]2C1=O)(F)F)C(=O)OCC1=CC=CC=C1)(C)C)=O